CN(C(C(C(=O)N(CCCC)C)CCCCCCCCCCCC)=O)CCCC N,N'-dimethyl-N,N'-dibutyldodecylmalonamide